CC1=NC=CC=C1CN1C(=NC=C1)C(=O)O 1-((2-methylpyridin-3-yl)methyl)-1H-imidazole-2-carboxylic acid